diethylamine hydrofluoric acid salt F.C(C)NCC